C1=CC(=C(C=C1Cl)Cl)CO/N=C(\\CN2C=CN=C2)/C3=C(C=C(C=C3)Cl)Cl The molecule is an oxime O-ether that is the 2,4-dichlorobenzyl ether of the oxime obtained by formal condensation of hydroxylamine with the carbonyl group of acetopnenone in which the phenyl group is substituted by chlorines at positions 2 and 4, and in which one of the hydrogens of the methyl group is replaced by a 1H-imidazol-1-yl group. An antifungal agent, it is used (generally as the nitrate salt) in creams and powders for the topical treatment of fungal skin infections. It has a role as an antiinfective agent. It is a member of imidazoles, an oxime O-ether, a dichlorobenzene, an imidazole antifungal drug and a conazole antifungal drug. It is a conjugate base of an oxiconazole(1+).